CC(COC(CCC1=CC(=C(C(=C1)C)O)C(C)(C)C)=O)(C)C1OCC2(CO1)COC(OC2)C(COC(CCC2=CC(=C(C(=C2)C)O)C(C)(C)C)=O)(C)C 3,9-bis[1,1-dimethyl-2-[β-(3-t-butyl-4-hydroxy-5-methylphenyl)propionyloxy]ethyl]-2,4,8,10-tetraoxaspiro[5.5]undecane